(6-[(6-fluoro-quinolin-2-ylmethyl)-amino]-3-aza-bicyclo[3.1.0]hex-3-yl)pyrimidine FC=1C=C2C=CC(=NC2=CC1)CNC1C2CN(CC12)C1=NC=CC=N1